Cl.ClC=1C=C(OC2CCC(CC2)NC(=O)C=2N=NC(=CC2)N2CCN(CC2)C[C@H]2CNCCO2)C=CC1C#N N-((1r,4R)-4-(3-chloro-4-cyanophenoxy)cyclohexyl)-6-(4-(((R)-morpholin-2-yl)methyl)piperazin-1-yl)pyridazine-3-carboxamide hydrochloride